O1-benzyl O2-methyl (2S,4S)-4-[(5-bromothiazol-2-yl)-tert-butoxycarbonyl-amino]pyrrolidine-1,2-dicarboxylate BrC1=CN=C(S1)N([C@H]1C[C@H](N(C1)C(=O)OCC1=CC=CC=C1)C(=O)OC)C(=O)OC(C)(C)C